C(C)(C)C1(C=CCC=C1)C#N 1-isopropyl-1-cyano-2,5-cyclohexadiene